5-(5-(buten-1-yl)-6-chloropyridin-3-yl)pyrimidine-2,4(1H,3H)-dione C(=CCC)C=1C=C(C=NC1Cl)C=1C(NC(NC1)=O)=O